Isopropyl ((3,5-dimethoxyphenoxy)(4-nitrophenoxy)phosphoryl)-L-alaninate COC=1C=C(OP(=O)(OC2=CC=C(C=C2)[N+](=O)[O-])N[C@@H](C)C(=O)OC(C)C)C=C(C1)OC